[N+](=O)([O-])C1=CC=C(C=C1)C1=CC=C(O1)C=NN1C(NC(C1)=O)=O 1-({[5-(4-nitrophenyl)furan-2-yl]methylene}amino)imidazolidine-2,4-dione